4-[2-(4-chloro-3-fluorophenoxy)acetamido]-2-hydroxy-N-[(5-methylpyrazin-2-yl)methyl]bicyclo[2.2.2]octane-1-carboxamide ClC1=C(C=C(OCC(=O)NC23CC(C(CC2)(CC3)C(=O)NCC3=NC=C(N=C3)C)O)C=C1)F